1,3,3-trimethyl-2-norbornanol CC12C(C(C(CC1)C2)(C)C)O